((1s,3s)-3-Hydroxy-3-methylcyclobutyl)(2-(3-methyl-4-(trifluoromethyl)phenoxy)-7-azaspiro[3.5]nonan-7-yl)methanon OC1(CC(C1)C(=O)N1CCC2(CC(C2)OC2=CC(=C(C=C2)C(F)(F)F)C)CC1)C